5-((2-(4-(((5-Cyclobutoxy-1H-indol-2-yl)methyl)amino)butoxy)ethyl)amino)benzo[c][2,6]naphthyridine-8-carboxamide C1(CCC1)OC=1C=C2C=C(NC2=CC1)CNCCCCOCCNC1=NC2=C(C3=CN=CC=C13)C=CC(=C2)C(=O)N